CN(CCC=1C(=C(C(=O)N)C(=CC1)C)C)C 2-(dimethylamino)ethyl-2,6-dimethylbenzamide